CN1C(=CC2=CC(=CC=C12)CN1CCN(CC1)C)C(=O)O 1-methyl-5-((4-methylpiperazin-1-yl)methyl)-1H-indole-2-carboxylic acid